ClC=1C=C(C=C(C1C1C(NC(CC1)=O)=O)Cl)CNC(C(C)(C)C1=NC=C(N=C1)CC)=O N-[[3,5-dichloro-4-(2,6-dioxo-3-piperidyl)phenyl]methyl]-2-(5-ethylpyrazin-2-yl)-2-methyl-propanamide